CC(C#N)C (E)-2-methyl-propionitrile